(S)-5-(4-(methyl-d3)pentanoyl-2,2,3,3,4,5,5,5-d8)-N-((S)-3-oxo-1-((S)-2-oxopyrrolidin-3-yl)-4-(trifluoromethoxy)butan-2-yl)-5-azaspiro[2.4]heptane-6-carboxamide C(C(C(C(C(=O)N1CC2(CC2)C[C@H]1C(=O)N[C@@H](C[C@H]1C(NCC1)=O)C(COC(F)(F)F)=O)([2H])[2H])([2H])[2H])(C([2H])([2H])[2H])[2H])([2H])([2H])[2H]